2-(4-chlorophenyl)-2-(but-3-en-2-yl)-oxirane ClC1=CC=C(C=C1)C1(OC1)C(C)C=C